12Z-heptadecenal C(C=CCCCCCCCCCCCCCC)=O